tert-butyl (4-(6-bromo-3-neopentyl-4-oxo-3,4-dihydroquinazolin-2-yl)butyl)(methyl)carbamate BrC=1C=C2C(N(C(=NC2=CC1)CCCCN(C(OC(C)(C)C)=O)C)CC(C)(C)C)=O